C(#N)C[C@@H](C1=CC=C(C=C1)S(=O)(=O)CC)NC(C1=CC=C(C=C1)N1[C@@H](C[C@@H](C1)NCC1CCC(CC1)C(F)(F)F)COC(F)F)=O N-((S)-2-cyano-1-(4-(ethylsulfonyl)phenyl)ethyl)-4-((2S,4S)-2-((difluoromethoxy)methyl)-4-((((1r,4S)-4-(trifluoromethyl)cyclohexyl)methyl)amino)pyrrolidin-1-yl)benzamide